((2S,7aR)-2-fluoro-6-methylenetetra-hydro-1H-pyrrolizin-7a(5H)-yl)methanol F[C@H]1C[C@]2(CC(CN2C1)=C)CO